C[C@H](C#C)N (R)-but-3-yn-2-amine